3-(5-((2-(3-(2-methoxypyrimidin-5-yl)azetidin-1-yl)-cyclohexyl)oxy)-1-oxoisoindolin-2-yl)piperidine-2,6-dione COC1=NC=C(C=N1)C1CN(C1)C1C(CCCC1)OC=1C=C2CN(C(C2=CC1)=O)C1C(NC(CC1)=O)=O